C(C)(C)(C)OC(=O)N(C[C@H](C(=O)O)C1=CC=C(C=C1)Cl)C(C)C (R)-3-(tert-butoxycarbonyl-(isopropyl)amino)-2-(4-chlorophenyl)propionic acid